chloro-N-(cyclopropylmethyl)-N-(3-((1-methylcyclopropyl)ethynyl)phenyl)-[1,2,4]triazolo[4,3-a]quinazolin-5-amine ClC1=NN=C2N1C1=CC=CC=C1C(=N2)N(C2=CC(=CC=C2)C#CC2(CC2)C)CC2CC2